CC1=C(C(=C(C1([Hf]C1(C=CC2=CC=3CC(CC3C=C12)(C)C)C(C)CC)C)C)C)C pentamethylcyclopentadienyl(1-sec-butyl-6,6-dimethyl-1,5,6,7-tetrahydro-s-indacenyl)hafnium